C(C=C)(=O)N1CC2(C1)CN(CC2)C2=C(C(=NC(=N2)OC[C@H]2N(CCC2)C)OC=2C=C(C(=O)N)C=CC2)C#N (S)-3-((6-(2-acryloyl-2,6-diazaspiro[3.4]octan-6-yl)-5-cyano-2-((1-methylpyrrolidin-2-yl)methoxy)pyrimidin-4-yl)oxy)benzamide